(1R,2S)-5'-methoxy-2-(3-{[1-methyl-3-(trifluoromethyl)pyrazol-4-yl]amino}-1H-indazol-6-yl)-1'H-spiro[cyclopropan-1,3'-indol]-2'-one COC=1C=C2[C@]3(C(NC2=CC1)=O)[C@@H](C3)C3=CC=C1C(=NNC1=C3)NC=3C(=NN(C3)C)C(F)(F)F